morpholine-4-carboxylic acid methyl ester COC(=O)N1CCOCC1